ClC1=CC(=C(C=C1Cl)C1C(C(C(O1)=O)=C)C)C=1C=NN(C1)C 5-(4,5-dichloro-2-(1-methyl-1H-pyrazol-4-yl)phenyl)-4-methyl-3-methylenedihydrofuran-2(3H)-one